tert-butyl (2S,4R)-2-(((4-(N-((benzyloxy)carbonyl)carbamimidoyl)thiophen-2-yl)methyl)carbamoyl)-4-(trifluoromethyl)pyrrolidine-1-carboxylate C(C1=CC=CC=C1)OC(=O)NC(=N)C=1C=C(SC1)CNC(=O)[C@H]1N(C[C@@H](C1)C(F)(F)F)C(=O)OC(C)(C)C